Cl[C@H]([C@](NS(=O)(=O)CC1=CC=CC=C1)(N)C1=CC=CC=C1)C1=CC=CC=C1 chloro((1S,2S)-N-(benzylsulfonyl)-1,2-diphenylethanediamine)